FC1=C(C=CC=2NC(=NC21)CNC2=NC(=NC=1N2N=CC1C(F)(F)F)N1CC2CCC(C1)N2C)F N-[(4,5-difluoro-1H-benzimidazol-2-yl)methyl]-2-(8-methyl-3,8-diazabicyclo[3.2.1]octan-3-yl)-8-(trifluoromethyl)pyrazolo[1,5-a][1,3,5]triazin-4-amine